(RS)-4-((6-(4-cyanophenyl)-2,2-difluoro-7-azaspiro[3.5]non-7-yl)methyl)-5-cyclopropyl-7-methyl-1H-indole-1-carboxylic acid tert-butyl ester C(C)(C)(C)OC(=O)N1C=CC2=C(C(=CC(=C12)C)C1CC1)CN1[C@H](CC2(CC(C2)(F)F)CC1)C1=CC=C(C=C1)C#N |r|